bromopiperidin-2,6-dione BrN1C(CCCC1=O)=O